CC=1OC(=CC1)C 2,5-dimethylfurane